4,6-dichloro-N-methyl-N-phenylpyridinamide ClC1=CC(=NC(=C1)Cl)C(=O)N(C1=CC=CC=C1)C